C(#N)C1=CC=C(C=C1)[C@@H](CC(=O)OC)NC(=O)C=1NC2=C(C=CC=C2C1)C methyl (R)-3-(4-cyanophenyl)-3-(7-methyl-1H-indole-2-carboxamido)propanoate